C(C)(C)C1=C(NC2=C1N=C(S2)C2CCC(CC2)NC21CC(C2)C1)C=1C=C(C=2N(C1)N=CN2)C N-(4-(6-isopropyl-5-(8-methyl-[1,2,4]triazolo[1,5-a]pyridin-6-yl)-4H-pyrrolo[3,2-d]thiazol-2-yl)cyclohexyl)bicyclo[1.1.1]pentan-1-amine